C(CC)C(CN([C@@H](C)C(=O)[O-])[P@@](=O)(OC1=CC=CC=C1)OC[C@@]1(\C(\C1)=C/N1C=2N=C(NC(C2N=C1)=O)N)COC1OCCCC1)CCC 2-propylpentyl((S)-(((1S,Z)-2-((2-amino-6-oxo-1,6-dihydro-9H-purin-9-yl)methylene)-1-(((tetrahydro-2H-pyran-2-yl)oxy)methyl)cyclopropyl)methoxy)(phenoxy)phosphoryl)-L-alaninate